FC1=CC=C(C=C1)C1=NC(=NC(=C1)OCCOC)N1CCC(CC1)C(=O)NC1(CCN2CCC1CC2)C 1-(4-(4-fluorophenyl)-6-(2-methoxyethoxy)pyrimidin-2-yl)-N-(4-methyl-1-azabicyclo[3.2.2]non-4-yl)piperidine-4-carboxamide